P(=O)([O-])([O-])[O-].[NH4+].[O+2] oxygen monoammonium phosphate